N1C=NC=2C1=NC=C(N2)N 1H-imidazo[4,5-b]pyrazin-5-amine